O1C2=C(OCC1)C=C(C=C2)C2N(CCC2)CC2=CC=C(C=C2)C=2C(=NN(C2C)C)C 4-(4-((2-(2,3-dihydrobenzo[b][1,4]dioxin-6-yl)pyrrolidin-1-yl)methyl)phenyl)-1,3,5-trimethyl-1H-pyrazole